ClC1=NC(=CC=C1)NN(C)C 2-chloro-6-(2,2-dimethylhydrazineyl)pyridine